C(C)(C)(C)NC(CN(C)C=1C2=C(N=C(N1)C1=NC=CC(=C1)CO)CCC2)=O N-(tert-butyl)-2-((2-(4-(hydroxymethyl)pyridin-2-yl)-6,7-dihydro-5H-cyclopenta[d]pyrimidin-4-yl)(methyl)amino)acetamide